(2S)-2-methyl-4-prop-2-enoyl-piperazin C[C@@H]1NCCN(C1)C(C=C)=O